C(#N)N=C(NCCCCCCC1CN(CC1)C(=O)C=1NC2=CC=CC=C2C1)NC1=CC=NC=C1 2-cyano-1-(6-(1-(2-indolylformyl)pyrrolidine-3-yl)hexyl)-3-(4-pyridinyl)guanidine